(3S,4S)-8-{8-[(2-aminopyridin-4-yl)sulfanyl]imidazo[1,2-c]pyrimidin-5-yl}-3-methyl-2-oxa-8-azaspiro[4.5]decan-4-amine NC1=NC=CC(=C1)SC=1C=2N(C(=NC1)N1CCC3([C@@H]([C@@H](OC3)C)N)CC1)C=CN2